(aminomethyl)-5-(1,3-thiazol-4-yl)imidazolidine-2,4-dione hydrochloride Cl.NCN1C(NC(C1C=1N=CSC1)=O)=O